CC(CC(=O)OCC(COC(CC(C)C)=O)(COCC(COC(CC(C)C)=O)(COC(CC(C)C)=O)COC(CC(C)C)=O)COC(CC(C)C)=O)C dipentaerythritol hexa(3-methyl butyrate)